ClC1=CC(=C(COC=2C=C(C=NC2)C=2CCN(CC2)CC2=NC3=C(N2C[C@H]2OCC2)C=C(C=C3)C(=O)O)C=C1)F (S)-2-((5-((4-chloro-2-fluorobenzyl)oxy)-3',6'-dihydro-[3,4'-bipyridin]-1'(2'H)-yl)methyl)-1-(oxetan-2-ylmethyl)-1h-benzo[d]imidazole-6-carboxylic acid